CC=1C=C(C=C(C1)C)\C=C(/F)\C1CCOCC1 (Z)-4-(2-(3,5-dimethylphenyl)-1-fluorovinyl)tetrahydro-2H-pyran